4-[2-(methylamino)ethyl]benzene-1,2-diol CNCCC=1C=C(C(=CC1)O)O